3-[(3-chloro-7-trifluoromethanesulfonyl-1H-indazol-4-yl)oxy]-5-fluorobenzonitrile ClC1=NNC2=C(C=CC(=C12)OC=1C=C(C#N)C=C(C1)F)S(=O)(=O)C(F)(F)F